CCC(COCC(CC)O)O methyl-2-hydroxypropyl ether